C(C)OC(C(F)C1=C(C=CC=C1)Br)=O ethyl-(2-bromophenyl)-2-fluoro-acetate